1-(4-((5-((3S,4S)-4-((tert-butoxycarbonyl)amino)-3-methyl-2-oxa-8-azaspiro[4.5]decan-8-yl)-6-(hydroxymethyl)pyrazin-2-yl)thio)-3-chloropyridin-2-yl)piperidine-4-carboxylic acid C(C)(C)(C)OC(=O)N[C@@H]1[C@@H](OCC12CCN(CC2)C=2N=CC(=NC2CO)SC2=C(C(=NC=C2)N2CCC(CC2)C(=O)O)Cl)C